CC1=CC=C(C=C1)OC(=O)C CRESYL ACETATE